CN1C(=NN=C1)C[C@@H](C)C=1C=C(N)C=CC1 3-[(2R)-1-(4-methyl-1,2,4-triazol-3-yl)propan-2-yl]aniline